rel-(2R)-2-(4-Acetylpiperazin-1-yl)-2-(4-fluoro-2-{rel-(R)-cyclooctyl-[(3-methylisoxazole-4-carbonyl)amino]methyl}-1H-benzimidazol-5-yl)acetic acid tert-butyl ester C(C)(C)(C)OC([C@@H](C1=C(C2=C(NC(=N2)[C@H](NC(=O)C=2C(=NOC2)C)C2CCCCCCC2)C=C1)F)N1CCN(CC1)C(C)=O)=O |o1:6,14|